di-n-butyl-bis(methoxymethyl)silane C(CCC)[Si](COC)(COC)CCCC